Methyl-2-(2,3-dichlorophenyl)-5-[1-(phenylsulfonyl)-1H-pyrrolo[2,3-b]pyridin-4-yl]-1H-pyrrole-3-carboxylate COC(=O)C1=C(NC(=C1)C1=C2C(=NC=C1)N(C=C2)S(=O)(=O)C2=CC=CC=C2)C2=C(C(=CC=C2)Cl)Cl